Ethyl 1-methyl-4-((3,4,5-trimethoxyphenyl) amino)-6-chloro-1H-indole-2-carboxylate CN1C(=CC2=C(C=C(C=C12)Cl)NC1=CC(=C(C(=C1)OC)OC)OC)C(=O)OCC